5-chloro-6-(methanesulfonylmethyl)-N-{5H,6H,7H,8H-pyrido[3,4-d]pyrimidin-2-yl}pyridin-3-amine ClC=1C=C(C=NC1CS(=O)(=O)C)NC=1N=CC2=C(N1)CNCC2